FC=1C(=C(C=C(C1)CC(C)C)N1C2CN(C(C1)C2)CC=2N=NC=CC2)C=2N=NNN2 2-[3-fluoro-5-isobutyl-2-(2H-tetrazol-5-yl)phenyl]-5-(pyridazin-3-ylmethyl)-2,5-di-azabicyclo[2.2.1]-heptane